ClC1=C(C=CC2=C1CCO2)C(=O)OC methyl 4-chloro-2,3-dihydrobenzofuran-5-carboxylate